azolium chloride [Cl-].[NH2+]1C=CC=C1